CC1=C(C=C(C=C1)C1=CC=C(C=C1)CCN1CCN(CC1)C)NCCC 4-Methyl-4'-(2-(4-methylpiperazin-1-yl)ethyl)-N-propyl-[1,1'-biphenyl]-3-amine